4-octyl-2,6-bis(trimethylstannyl)-4H-dithieno[3,2-b:2',3'-d]Pyrrole C(CCCCCCC)N1C2=C(C3=C1C=C(S3)[Sn](C)(C)C)SC(=C2)[Sn](C)(C)C